C(C)OC(COC=1C=NC=CC1C#N)(C)C 3-(2-ethoxy-2-methylpropoxy)pyridine-4-carbonitrile